OC1=C(C(=CC(=C1C(=O)NS(=O)(=O)C=1C=NC=CC1)CCCCC)O)C1CCCC(=C1)C 2,6-dihydroxy-5'-methyl-4-pentyl-N-(pyridin-3-ylsulfonyl)-1',2',3',4'-tetrahydro-[1,1-biphenyl]-3-carboxamide